4-Methanesulfonylmethyl-2-morpholin-4-yl-8-(2H-pyrazol-3-yl)-[1,7]naphthyridine CS(=O)(=O)CC1=CC(=NC2=C(N=CC=C12)C=1NN=CC1)N1CCOCC1